BrC1=C(C=C(C=C1O)O)C(\C=C\C1=CC(=C(C=C1)OC)Br)=O 1-(2-bromo-3,5-dihydroxyphenyl)-3-(3-bromo-4-methoxyphenyl)-(2E)-2-propen-1-one